3-cyano-pyrazolo[1,5-a]pyridine C(#N)C=1C=NN2C1C=CC=C2